O[C@H]1CN(CC1)C(=O)N[C@H](C(=O)O)CCN(CCCCC1=NC=2NCCCC2C=C1)CCOC (S)-2-((R)-3-hydroxypyrrolidine-1-carboxamido)-4-((2-methoxyethyl)(4-(5,6,7,8-tetrahydro-1,8-naphthyridin-2-yl)butyl)amino)butanoic acid